ON(C(C1=NC=C(C=C1)NC1=NN(C=N1)C1=CC=C(C=C1)C(F)(F)F)=O)C N-Hydroxy-N-methyl-5-((1-(4-(trifluoromethyl)phenyl)-1H-1,2,4-triazol-3-yl)amino)picolinamide